ethyl 1-(3-oxocyclobutyl)-1H-pyrazole-3-carboxylate O=C1CC(C1)N1N=C(C=C1)C(=O)OCC